[Li+].C(C(=C)C)(=O)[O-] methacrylate lithium salt